ClC1=CC=C2C(=N1)C(=CS2)C=2C=CC=1N(C2)C=CN1 5-chloro-3-(imidazo[1,2-a]pyridin-6-yl)thieno(3,2-b)pyridine